((R)-1-(2,4-difluorophenyl)-3,4-dihydroisoquinolin-2(1H)-yl)((S)-1,4-oxaazepan-7-yl)methanone FC1=C(C=CC(=C1)F)[C@@H]1N(CCC2=CC=CC=C12)C(=O)[C@@H]1CCNCCO1